BrC1=CC=C2C=CC(=NC2=C1)[C@@H]1[C@H](C1)C1=NC=CC(=N1)C |r| rac-7-bromo-2-((1S*,2S*)-2-(4-methylpyrimidin-2-yl)cyclopropyl)quinoline